(2R,3S,5R)-3-(3,4-difluoro-2-methoxyphenyl)-5-methyl-N-(2-thiocyanatopyridin-4-yl)-5-(trifluoromethyl)tetrahydrothiophene-2-carboxamide FC=1C(=C(C=CC1F)[C@H]1[C@@H](S[C@](C1)(C(F)(F)F)C)C(=O)NC1=CC(=NC=C1)SC#N)OC